C(C)C(CC)(CCCC)O 2-ethyl-methyl-2-hexanol